Ethyl but-2-ynoate C(C#CC)(=O)OCC